O1CC=C(C=C1)C(=O)O Z-pyran-4-carboxylic acid